N(=[N+]=[N-])[C@@](CO)(N)[C@H](O)\C=C\CCCCCCCCCCCCC 2-azido-sphingosine